2-(4-(tert-butyl)phenyl)-N-(cyclopropylmethyl)oxazole-4-carboxamide C(C)(C)(C)C1=CC=C(C=C1)C=1OC=C(N1)C(=O)NCC1CC1